C(C)(C)(C)C1=CC=C(C=C1)[C@H](C)N (1S)-1-(4-tert-butylphenyl)ethanamine